N1=C(C=CC=C1)CN(CC(=O)O)CC(=O)O N-(2-pyridylmethyl)iminodiacetic acid